(Z)-2-cyano-N-(4-(3-fluorophenyl)-5-(phenylsulfonyl)pyrimidin-2-yl)-3-hydroxy-3-(5-methylisoxazol-4-yl)acryl-amide C(#N)/C(/C(=O)NC1=NC=C(C(=N1)C1=CC(=CC=C1)F)S(=O)(=O)C1=CC=CC=C1)=C(\C=1C=NOC1C)/O